3-[(2R,3S,5R)-5-[[bis(4-methoxyphenyl)-phenyl-methoxy]methyl]-4-hydroxy-3-methoxy-tetrahydrofuran-2-yl]-1H-pyrimidine-2,4-dione COC1=CC=C(C=C1)C(OC[C@@H]1C([C@@H]([C@@H](O1)N1C(NC=CC1=O)=O)OC)O)(C1=CC=CC=C1)C1=CC=C(C=C1)OC